[N+](=O)([O-])C=1C=CC(=C(C1)CO)N1CCN(CC1)C1COC1 (5-Nitro-2-(4-(oxetan-3-yl)piperazin-1-yl)phenyl)methanol